2-(4-{[(1R,2R)-2-hydroxycyclohexyl]amino}-6-methyl-5,6,7,8-Tetrahydropyrido[3,4-d]pyridazin-1-yl)-5-(trifluoromethyl)phenol O[C@H]1[C@@H](CCCC1)NC=1N=NC(=C2C1CN(CC2)C)C2=C(C=C(C=C2)C(F)(F)F)O